(S)-N-((6-(3-cyano-4-fluorophenyl)thiazolo[4,5-b]pyridin-5-yl)methylene)-2-methylpropane-2-sulfinamide C(#N)C=1C=C(C=CC1F)C=1C=C2C(=NC1C=N[S@@](=O)C(C)(C)C)N=CS2